Methyl 1-[(2-chlorophenyl)methyl]-5-(1-methyl-1H-1,3-benzodiazol-6-yl)-1H-pyrazole-3-carboxylate ClC1=C(C=CC=C1)CN1N=C(C=C1C=1C=CC2=C(N(C=N2)C)C1)C(=O)OC